6,7-dichloro-3-(pyridazin-4-ylmethyl)-4,9-dihydro-1H-pyrrolo[3,2-h][2,1,3]benzothiadiazine 2,2-dioxide ClC=1C2=C(C3=C(CN(S(N3)(=O)=O)CC3=CN=NC=C3)C1)NC=C2Cl